heptadecanic acid C(CCCCCCCCCCCCCCCC)(=O)O